6-cyclopropyl-8-methyl-imidazo[1,2-a]pyrazin-2-ol C1(CC1)C=1N=C(C=2N(C1)C=C(N2)O)C